(3'-((8-chloro-[1,2,4]triazolo[4,3-a]quinazolin-5-yl)(methyl)amino)-[1,1'-biphenyl]-4-yl)-2-methylpropanoic acid ClC1=CC=C2C(=NC=3N(C2=C1)C=NN3)N(C=3C=C(C=CC3)C3=CC=C(C=C3)C(C(=O)O)(C)C)C